2-(tert-butyl-dimethyl-silyl-oxy)ethanol-d4 C(C)(C)(C)[Si](OC(C(O)([2H])[2H])([2H])[2H])(C)C